di-n-butoxymonomethyl-aluminum acetoacetate C(CC(=O)C)(=O)O.C(CCC)O[Al](C)OCCCC